(1-methylpyrrolidin-3-yl)methyl N-{[2-(2,6-dioxopiperidin-3-yl)-3-oxo-2,3-dihydro-1H-isoindol-5-yl]methyl}carbamate O=C1NC(CCC1N1CC2=CC=C(C=C2C1=O)CNC(OCC1CN(CC1)C)=O)=O